(1R,2S,5S)-3-((S)-2-(3-(tert-butyl)ureido)-3,3-dimethylbutyryl)-N-((1S)-1-cyano-2-(2-carbonylindolin-3-yl)ethyl)-6,6-dimethyl-3-azabicyclo[3.1.0]hexane-2-carboxamide C(C)(C)(C)NC(N[C@H](C(=O)N1[C@@H]([C@H]2C([C@H]2C1)(C)C)C(=O)N[C@@H](CC1C(NC2=CC=CC=C12)=C=O)C#N)C(C)(C)C)=O